C12CNCC(CC1)N2C2=NC(=NC=1C(=C(C3=C(C21)COC3)C3=NC=C(C2=C3C(=C(S2)N)C#N)F)F)OCC(CN2CCOCC2)C 4-(1-(3,8-Diazabicyclo[3.2.1]octan-8-yl)-5-fluoro-3-(2-methyl-3-morpholinopropoxy)-7,9-dihydrofuro[3,4-f]quinazolin-6-yl)-2-amino-7-fluorothieno[3,2-c]pyridine-3-carbonitrile